CC1(OC[C@@H]2[C@H](O1)[C@H](C[C@]1(O2)OCCCC1)N1N=NC(=C1)C1=CC(=C(C(=C1)F)F)F)C (2S,4a'R,7'R,8'S,8a'R)-2',2'-dimethyl-8'-(4-(3,4,5-trifluorophenyl)-1H-1,2,3-triazol-1-yl)octahydro-4'H-spiro[pyran-2,6'-pyrano[3,2-d][1,3]dioxin]